C(C(C)C)NC(\C=C\CCC\C=C/C=C/C)=O (2E,7Z,9E)-Undeca-2,7,9-trienoic acid isobutyl amide